5-[(7R)-1-fluoro-3-hydroxy-7-{[(1-methyl-1H-imidazol-5-yl)methyl]amino}-5,6,7,8-tetrahydronaphthalen-2-yl]-1λ6,2,5-thiadiazolidine-1,1,3-trione FC1=C(C(=CC=2CC[C@H](CC12)NCC1=CN=CN1C)O)N1CC(NS1(=O)=O)=O